4-((methylamino)methyl)-6-morpholinyl-2,3-dihydro-1H-pyrrolo[3,4-c]pyridin-1-one CNCC1=NC(=CC2=C1CNC2=O)N2CCOCC2